2-pentylheptyl 6-(2-(decanoyloxy)ethyl)-3-ethyl-12-hexyl-10-oxo-9,11-dioxa-3,6-diazahexadecane-16-oate C(CCCCCCCCC)(=O)OCCN(CCN(CC)CC)CCOC(OC(CCCC(=O)OCC(CCCCC)CCCCC)CCCCCC)=O